3-(4-ethynyl-1-(4-(trifluoromethoxy)phenyl)-1H-pyrazolo[3,4-b]pyridin-3-yl)azetidine-1-carboxylic acid tert-butyl ester C(C)(C)(C)OC(=O)N1CC(C1)C1=NN(C2=NC=CC(=C21)C#C)C2=CC=C(C=C2)OC(F)(F)F